The molecule is a third-generation cephalosporin antibiotic with a [(2Z)-2-(2-amino-1,3-thiazol-4-yl)-4-carboxybut-2-enoyl]amino substituent at the 7 position of the cephem skeleton. An orally-administered agent, ceftibuten is used as the dihydrate to treat urinary-tract and respiratory-tract infections. It has a role as an antibacterial drug. It is a cephalosporin and a dicarboxylic acid. C1C=C(N2[C@H](S1)[C@@H](C2=O)NC(=O)/C(=C\\CC(=O)O)/C3=CSC(=N3)N)C(=O)O